(S)-N-(6-chloropyridin-3-yl)-6-(1-methoxypropyl)isoquinolin-1-amine ClC1=CC=C(C=N1)NC1=NC=CC2=CC(=CC=C12)[C@H](CC)OC